3',5'-di-tert-butyl-[1,1'-biphenyl] C(C)(C)(C)C=1C=C(C=C(C1)C(C)(C)C)C1=CC=CC=C1